COC1=NC2=C(C=CC(=C2C=C1)N1C[C@@]2(C[C@@]2(C1)C(F)(F)F)C=1OC(=NN1)C1CCN(CC1)C)C#N 2-methoxy-5-((1S,5R)-1-(5-(1-methylpiperidin-4-yl)-1,3,4-oxadiazol-2-yl)-5-(trifluoromethyl)-3-azabicyclo[3.1.0]hexane-3-yl)quinoline-8-carbonitrile